N1C=C(C2=CC=CC=C12)C(=O)NC1=C(C(=O)O)C=CC=C1 2-(1H-indole-3-carboxamido)benzoic acid